NC1=NC(=NC2=CC(=C(C=C12)OC)OC)N1CCN(CCC1)C(CCC)=O 1-[4-(4-amino-6,7-dimethoxy-2-quinazolinyl)hexahydro-1H-1,4-diazepin-1-yl]-1-butanone